FC(C=1C(=C(C=CC1)[C@@H](C#C)NC1=C2C=C(C(N(C2=NC=C1)C)=O)C1(CC2CCC(C1)O2)O)F)F 5-(((R)-1-(3-(difluoromethyl)-2-fluorophenyl)prop-2-yn-1-yl)amino)-3-(3-hydroxy-8-oxabicyclo[3.2.1]octan-3-yl)-1-methyl-1,8-naphthyridin-2(1H)-one